N1(C=NC=C1)CCCN(CC(CCCCC(=O)OCCC(CCCCCCC)CCCCC)O[Si](C)(C)C(C)(C)C)CCCCCCC(OCCC(CCCCCCC)CCCCC)=O 3-pentyldecyl 7-((3-(1H-imidazol-1-yl)propyl)(7-oxo-7-((3-pentyldecyl)oxy)heptyl)amino)-6-((tert-butyldimethylsilyl)oxy)heptanoate